benzyl (S)-2-amino-3-methylsulfonyl-phenylpropionate hydrochloride Cl.NC1=C(C=CC=C1S(=O)(=O)C)[C@@H](C(=O)OCC1=CC=CC=C1)C